N-[(1Z)-2,2-dimethyl-3-phenylpropylidene]-2-methylpropane-2-sulfinamide CC(\C=N/S(=O)C(C)(C)C)(CC1=CC=CC=C1)C